(2-((2,5-dichloropyrimidin-4-yl)amino)-5-fluorophenyl)dimethylphosphine oxide ClC1=NC=C(C(=N1)NC1=C(C=C(C=C1)F)P(C)(C)=O)Cl